COC=1C=C(C=CC1)\N=N\C1=CC=CC=C1 (E)-1-(3-methoxyphenyl)-2-phenyldiazene